N[C@@H]1C2=CC=CC=C2CC12CCN(CC2)C=2NC(C1=C(N2)NN=C1C1(CC1)C1=CC=C(C=C1)N)=O (S)-6-(1-amino-1,3-dihydrospiro[indene-2,4'-piperidin]-1'-yl)-3-(1-(4-aminophenyl)cyclopropyl)-1,5-dihydro-4H-pyrazolo[3,4-d]pyrimidin-4-one